FC1(OC=2C(=CC=3C(C(=COC3C2)C2=C(C=C(C=N2)C2(CC2)C#N)S(=O)(=O)CC)=O)O1)F 1-[6-(2,2-difluoro-8-oxo-[1,3]dioxolo[4,5-g]chromen-7-yl)-5-ethylsulfonyl-3-pyridyl]cyclopropanecarbonitrile